ClC=1C=C(C=C(C1)Cl)C1CCN(CC1)CCC=1C=NN(C1)C1=NC=CC2=C1N=CNC2=O 8-(4-(2-(4-(3,5-dichlorophenyl)piperidin-1-yl)ethyl)-1H-pyrazol-1-yl)pyrido[3,4-d]pyrimidin-4(3H)-one